ClC1=CC=2C(C=3N=C(N=CC3C2C=C1)S(=O)(=O)C)=O 7-chloro-2-methylsulfonyl-9H-indeno[2,1-d]pyrimidin-9-one